C(C1=CC=CC=C1)NC(C([C@H](C[C@H]1C(NCC1)=O)NC(=O)[C@H]1N(CCC1)C(=O)C=1NC2=CC=CC=C2C1)O)=O (3S)-N-benzyl-2-hydroxy-3-[[(2S)-1-(1H-indole-2-carbonyl)pyrrolidin-2-yl]formamido]4-[(3S)-2-oxopyrrolidin-3-yl]butanamide